FC=1C=C(C=CC1F)NC(C1=CC(=C(C=C1)F)C(C(=O)N(CCO)CC)(F)F)=O N-(3,4-difluorophenyl)-3-(2-(ethyl(2-hydroxyethyl)amino)-1,1-difluoro-2-oxoethyl)-4-fluorobenzamide